C1(=CC=CC2=CC=CC=C12)C1=NC2=CC=C(C=C2C(N1)=O)[N+](=O)[O-] 2-(naphthalen-1-yl)-6-nitroquinazoline-4(3H)-one